N,N,N',N'-tetraisopropyl-1,4-butylenediamine C(C)(C)N(CCCCN(C(C)C)C(C)C)C(C)C